C(C)OC=1C(=CNC(C1)=O)C1=CC(=C(C=C1)CC(=O)NC=1C=C(C(=O)NC[C@H]2CN(CC2)C)C=C(C1)C(F)(F)F)F 3-(2-(4-(4-ethoxy-6-oxo-1H-pyridin-3-yl)-2-fluorophenyl)acetamido)-N-{[(3S)-1-methylpyrrolidin-3-yl]methyl}-5-(trifluoromethyl)benzamide